C(C)(C)(C)OC(=O)N1CCN(CC1)C1=C(C(=CC=C1F)F)F.NC1=NN2C(C=C(C=C2)C=2C=C(C(=NC2)C2CC2)C(=O)NCC2=CC(=CC=C2)OC(F)(F)F)=N1 5-{2-amino-[1,2,4]triazolo[1,5-a]pyridin-7-yl}-2-cyclopropyl-N-{[3-(trifluoromethoxy)phenyl]methyl}pyridine-3-carboxamide tert-Butyl-4-(2,3,6-trifluorophenyl)piperazine-1-carboxylate